1-tert-butyl 2-methyl (2R,5S)-5-[2-(methanesulfonyloxy)ethyl]-pyrrolidine-1,2-dicarboxylate CS(=O)(=O)OCC[C@@H]1CC[C@@H](N1C(=O)OC(C)(C)C)C(=O)OC